N1(CCOCC1)CCC1=CC=C(C=C1)NC1=CC=CC=2C(C3=CC=CC=C3C(C12)=O)=O 1-({4-[2-(Morpholin-4-yl)ethyl]phenyl}amino)anthracene-9,10-dione